tert-butyl {3-[7-chloro-10-[3-(tetrahydro-2H-pyran-2-yloxy)propyl]-11-oxo-10,11-dihydro-5H-dibenzo[b,e][1,4]diazepin-5-yl]propyl} imidodicarbonate C(=O)(OC(C)(C)C)NC(=O)OCCCN1C2=C(N(C(C3=C1C=CC=C3)=O)CCCOC3OCCCC3)C=CC(=C2)Cl